C(CCCC(=O)OC(C(COC(CCN(C)C)=O)(C)C)C(NCCC(OCC(CCCCCCCC)CCCCCC)=O)=O)(=O)OCC(CCCCCC)OC(CCCCC1SSCC1)=O 2-((5-(1,2-Dithiolan-3-yl)pentanoyl)oxy)octyl (17-hexyl-2,8,8-trimethyl-5,10,14-trioxo-6,15-dioxa-2,11-diazapentacosan-9-yl) glutarate